methyl 5-amino-2-fluorobenzoate NC=1C=CC(=C(C(=O)OC)C1)F